C1(CCCC1)N1C(N(C=2C=NC(=CC21)N(C)C2=C(C=C(C=C2)OC)C)C)=O 1-cyclopentyl-6-((4-methoxy-2-methylphenyl)(methyl)amino)-3-methyl-1,3-dihydro-2H-imidazo[4,5-c]pyridin-2-one